FC1=CC=C(C=C1)S(=O)(=O)N1C[C@H]([C@@H](CC1)C(=O)N1CCC(CC1)(O)CN1C=NC2=C(C1=O)C=CN2C2=CC=CC=C2)C2=CC=CC=C2 3-[[1-[(3R,4R)-1-(4-fluorophenyl)sulfonyl-3-phenyl-piperidine-4-carbonyl]-4-hydroxy-4-piperidinyl]methyl]-7-phenyl-pyrrolo[2,3-d]pyrimidin-4-one